ethylenebis(4-methyl-2-oxazoline) C(CC=1OCC(N1)C)C=1OCC(N1)C